OCC1=CC(C(=CO1)OC(=O)C=1NC=C(C1)CCC1=CC=C(C=C1)Cl)=O 4-(4-chlorophenyl-ethyl)-1H-pyrrole-2-carboxylic acid 6-(hydroxymethyl)-4-oxo-4H-pyran-3-yl ester